Cl.CN1N=C2C(=CC(=CC2=C1)C1=CC2=C(C=N1)N=C(S2)N(C2CCNCC2)C)C 6-(2,7-dimethyl-2H-indazol-5-yl)-N-methyl-N-(piperidin-4-yl)[1,3]thiazolo[4,5-c]pyridin-2-amine hydrochloride